C(C)(=O)C1=CC=C(C=C1)C1(CCN(CC1)C(=O)OC(C)(C)C)C Tert-Butyl 4-(4-acetylphenyl)-4-methylpiperidine-1-carboxylate